tert-Butyl ((3'-chloro-2'-(3-(5-((((S)-2-hydroxypropyl)amino)methyl)picolinamido)-2-methylphenyl)-6-methoxy-[2,4'-bipyridin]-5-yl)methyl)(((S)-5-oxopyrrolidin-2-yl)methyl)carbamate ClC=1C(=NC=CC1C1=NC(=C(C=C1)CN(C(OC(C)(C)C)=O)C[C@H]1NC(CC1)=O)OC)C1=C(C(=CC=C1)NC(C1=NC=C(C=C1)CNC[C@H](C)O)=O)C